FC1C(C1)C(=O)NC=1N=C2N(C=C(C=C2C(F)(F)F)C2=C(C(=CC=C2)F)C)C1 2-fluoro-N-(6-(3-fluoro-2-methylphenyl)-8-(trifluoromethyl)imidazo[1,2-a]pyridin-2-yl)cyclopropane-1-carboxamide